4-((2-(2,6-dioxopiperidin-3-yl)-1,3-dioxoisoindolin-4-yl)thio)-N-(3-((3aR,4R,9bR)-4-(hydroxymethyl)-1-tosyl-2,3,3a,4,5,9b-hexahydro-1H-pyrrolo[3,2-c]quinolin-8-yl)phenyl)butanamide O=C1NC(CCC1N1C(C2=CC=CC(=C2C1=O)SCCCC(=O)NC1=CC(=CC=C1)C1=CC=2[C@H]3[C@@H]([C@@H](NC2C=C1)CO)CCN3S(=O)(=O)C3=CC=C(C)C=C3)=O)=O